((5R,8aS)-3-chloro-5-methyl-5,6,8a,9-tetrahydro-8H-7,10-dioxa-2,4,4b-triazaphenanthrene-1-yl)-methanol ClC=1N=C(C=2OC[C@@H]3COC[C@H](N3C2N1)C)CO